OC(C(=O)[O-])C(O)(C(=O)[O-])CC(=O)[O-].[Ca+2].O[C@@H](C[N+](C)(C)C)CC([O-])=O.OC(C(=O)[O-])C(O)(C(=O)[O-])CC(=O)[O-].[Ca+2].[Ca+2] L-carnitine calcium 2-hydroxycitrate salt